C1(=CC=C(C=C1)CC(CC(C)C)=N)CC(CC(C)C)=N (1,4-phenylene)bis(4-methylpentane-2-imine)